C1(=CC=C2C=CC3=C(C=CC4=CC=C1C2=C34)C(C(C)=O)=C(C)O)C(C(C)=O)=C(C)O 3,3'-(pyrene-1,6-diyl)bis(4-hydroxy-3-penten-2-one)